FC1=CC=C(C=C1)[C@H]1NC(CC1)CO (S)-2-(4-fluorophenyl)-pyrrolidine-5-methanol